COC1C(C1)NC(=O)C=1C=NN2C1N=C(C=C2NC)NC=2C(N(C=CC2)[C@@H]2COCCC2)=O N-(2-methoxycyclopropyl)-7-(methylamino)-5-((2-oxo-1-((S)-tetrahydro-2H-pyran-3-yl)-1,2-dihydropyridin-3-yl)amino)pyrazolo[1,5-a]pyrimidine-3-carboxamide